2-[2-chloro-4-(methylsulfonyl)benzoyl]cyclohexane-1,3-dione ClC1=C(C(=O)C2C(CCCC2=O)=O)C=CC(=C1)S(=O)(=O)C